5-bromo-2-[(4,4-difluoropiperidin-1-yl)methyl]3-Fluoropyridine BrC=1C=C(C(=NC1)CN1CCC(CC1)(F)F)F